tert-Butyl (3-((2-(3-(isoquinolin-6-yl)ureido)-6-methylpyrimidin-4-yl)amino)propyl)(methyl)carbamate C1=NC=CC2=CC(=CC=C12)NC(NC1=NC(=CC(=N1)NCCCN(C(OC(C)(C)C)=O)C)C)=O